N-(3-(3,3-difluoropyrrolidin-1-yl)-5-((R)-pyrrolidin-3-yl)phenyl)-4-((S)-3-phenylisooxazolidin-2-yl)-5-(trifluoromethyl)pyrimidin-2-amine FC1(CN(CC1)C=1C=C(C=C(C1)[C@@H]1CNCC1)NC1=NC=C(C(=N1)N1OCC[C@H]1C1=CC=CC=C1)C(F)(F)F)F